(R)-5-chloro-2-(4-fluoro-2-methylphenoxy)-N-(2-(N-(pyrrolidin-3-yl)sulfamoyl)pyridin-4-yl)-4-(trifluoromethyl)benzamide 1,1'-methylene-bis-(2-hydroxy-3-naphthoate) C(C1=C(C(=CC2=CC=CC=C12)C(=O)O)O)C1=C(C(=CC2=CC=CC=C12)C(=O)O)O.ClC=1C(=CC(=C(C(=O)NC2=CC(=NC=C2)S(N[C@H]2CNCC2)(=O)=O)C1)OC1=C(C=C(C=C1)F)C)C(F)(F)F